1-cyclopropyl-5-p-fluorophenyl-4-oxo-1,4-dihydropyridazine-3-carboxylic acid C1(CC1)N1N=C(C(C(=C1)C1=CC=C(C=C1)F)=O)C(=O)O